CC(C)CCCCCC(CCC)C 2,8-dimethylundecane